C(C)(C)(C)OC(=O)N1CC2C(C2C1)C(=O)O 3-(tert-butyloxycarbonyl)-3-azabicyclo[3.1.0]Hexane-6-Carboxylic acid